5-[(2R,4R)-4-(4-chloro-2-cyanophenoxy)-2-ethylpiperidin-1-yl]-2'-ethoxy-N-[(3R)-1-methylpyrrolidin-3-yl]-[2,3'-bipyridine]-6-carboxamide ClC1=CC(=C(O[C@H]2C[C@H](N(CC2)C=2C=CC(=NC2C(=O)N[C@H]2CN(CC2)C)C=2C(=NC=CC2)OCC)CC)C=C1)C#N